4-(2,2-dimethyl-3-vinyl-2H-chromen-7-yl)-3-methylisoxazole CC1(OC2=CC(=CC=C2C=C1C=C)C=1C(=NOC1)C)C